C(C)C=1OC(=CC1NC(NS(N(C=1C=NN(C1)C(C)C)CCN(C)C)(=O)=O)=O)CC 3-(2,5-Diethylfuran-3-yl)-1-{[2-(dimethylamino)ethyl][1-(propan-2-yl)-1H-pyrazol-4-yl]sulfamoyl}urea